(R)-3-(3-bromo-4,5-dihydroisoxazol-5-yl)-N-methyl-4-((4-(trifluoromethyl)phenyl)amino)benzenesulfonamide BrC1=NO[C@H](C1)C=1C=C(C=CC1NC1=CC=C(C=C1)C(F)(F)F)S(=O)(=O)NC